6-(4-chlorophenyl)-N-[(2S,3S)-1,3-dihydroxybut-2-yl]-2-(3-fluorophenyl)-3-oxo-2,3-dihydropyridazine-4-carboxamide ClC1=CC=C(C=C1)C=1C=C(C(N(N1)C1=CC(=CC=C1)F)=O)C(=O)N[C@@H](CO)[C@H](C)O